(S)-(4-(5-fluorobenzo[d]oxazol-2-yl)-6,7-dihydro-1H-imidazo[4,5-c]pyridin-5(4H)-yl)(5-(pyrazin-2-yl)-1,3,4-oxadiazol-2-yl)methanone FC=1C=CC2=C(N=C(O2)[C@H]2N(CCC3=C2N=CN3)C(=O)C=3OC(=NN3)C3=NC=CN=C3)C1